C[C@@H]1CN(C[C@@H](O1)C)C(=O)C=1C2=C(N(N1)CC(=O)N1CCN(CC1)C1=C(C=CC=C1)CC)CCC2 2-{3-[(2R,6S)-2,6-Dimethylmorpholin-4-carbonyl]-5,6-dihydrocyclopenta[c]pyrazol-1(4H)-yl}-1-[4-(2-ethylphenyl)piperazin-1-yl]ethan-1-on